C(C)C(C(=O)OC(C(OCCOCCOC(C(CCCC)CC)=O)CCOCCCC)(CCOCCCC)CCOCCCC)CCCC tris(2-butoxyethyl)triethylene glycol bis(2-ethylhexanoate)